C(C)N(C([C@@H](C)OC1=CC=CC2=CC=CC=C12)=O)CC D-(-)-N,N-diethyl-2-(α-naphthoxy)propionamide